FC(C(C)(C)O)(F)C=1C=CC(=C(C1)[C@@H](C)N[S@](=O)C(C)(C)C)F (R)-N-((R)-1-(5-(1,1-difluoro-2-hydroxy-2-methylpropyl)-2-fluorophenyl)ethyl)-2-methylpropane-2-sulfinamide